hexamethylenedibromide C(CCCCCBr)Br